NC1=NC(=NN2C1=NC=C2CC=2C=NC(=CC2)OCCCNC)OC(CCO)CCC 3-((4-amino-7-((6-(3-(methylamino)propoxy)pyridin-3-yl)methyl)imidazo[2,1-f][1,2,4]triazin-2-yl)oxy)hexan-1-ol